(S)-1-[4-(trifluoromethyl)phenyl]ethanol FC(C1=CC=C(C=C1)[C@H](C)O)(F)F